O=S1(NCCSC2=C1C=CC=C2)=O 1,1-Dioxo-3,4-dihydro-2H-benzo[f][1,5,2]dithiazepine